FC=1C=C2NCC(NC2=CC1F)=O 6,7-difluoro-3,4-dihydroquinoxalin-2(1H)-one